CC=1C=CC(=C(COC(=O)N2C=NC=C2)C1)[N+](=O)[O-] N-(5-methyl-2-nitrobenzyloxycarbonyl)imidazole